3-methyl-N-(2-oxo-2-((2,2,2-trifluoroethyl)amino)ethyl)-5-[5-(3,4,5-trichlorophenyl)-5-(trifluoromethyl)-4,5-dihydroisoxazol-3-yl]thiophene-2-carboxamide CC1=C(SC(=C1)C1=NOC(C1)(C(F)(F)F)C1=CC(=C(C(=C1)Cl)Cl)Cl)C(=O)NCC(NCC(F)(F)F)=O